[Ni].[Pt].NC1=C(C(=NN1C1CN(CC1(F)F)C(C)C)C1=CC=C(C=C1)CNC(C1=C(C=CC(=C1)F)OC)=O)C(=O)N 5-amino-1-(4,4-difluoro-1-isopropyl-pyrrolidin-3-yl)-3-[4-[[(5-fluoro-2-methoxy-benzoyl)amino]methyl]phenyl]pyrazole-4-carboxamide platinum-nickel